2-(2-chloro-4-(2-((5-methyl-4-(6-methylpyridin-2-yl)thiazol-2-yl)amino)-2-oxoethyl)phenoxy)pyridine-3-carboxamide ClC1=C(OC2=NC=CC=C2C(=O)N)C=CC(=C1)CC(=O)NC=1SC(=C(N1)C1=NC(=CC=C1)C)C